(((2R,3R,4R,5R)-2-(acetoxymethyl)-5-(2-amino-6-(methylamino)-9H-purin-9-yl)-4-fluoro-4-methyltetrahydrofuran-3-yl)oxy)methyl pivalate C(C(C)(C)C)(=O)OCO[C@@H]1[C@H](O[C@H]([C@]1(C)F)N1C2=NC(=NC(=C2N=C1)NC)N)COC(C)=O